(R)-2-(4-(7-methylquinoxalin-2-yloxy)phenoxy)propanoic acid CC1=CC=C2N=CC(=NC2=C1)OC1=CC=C(O[C@@H](C(=O)O)C)C=C1